BrC1=C(C#N)C=CC(=C1)C(F)(F)F 2-bromo-4-(tri-fluoromethyl)-benzonitrile